1-[4-(trifluoromethyl)phenyl]pyrazole-4-carbaldehyde FC(C1=CC=C(C=C1)N1N=CC(=C1)C=O)(F)F